6-fluoro-N-[(2S)-2-(hydroxymethyl)-2-methyl-6-morpholino-3H-benzofuran-5-yl]pyrazolo[1,5-a]pyrimidine-3-carboxamide FC=1C=NC=2N(C1)N=CC2C(=O)NC=2C(=CC1=C(C[C@@](O1)(C)CO)C2)N2CCOCC2